6-bromo-4-chloro-N'-(2-chlorophenyl)pyrrolo[1,2-b]pyridazine-3-carboximidamide BrC=1C=C2N(N=CC(=C2Cl)C(N)=NC2=C(C=CC=C2)Cl)C1